((2R,4S,5R)-4-azido-5-(tert-butoxy)tetrahydro-2H-pyran-2-yl)((S)-1-(4-fluorophenyl)-3,4-dihydroisoquinolin-2(1H)-yl)methanone N(=[N+]=[N-])[C@H]1C[C@@H](OC[C@@H]1OC(C)(C)C)C(=O)N1[C@H](C2=CC=CC=C2CC1)C1=CC=C(C=C1)F